(R)-2-cyclopropyloxy-2-(2-hydroxyethoxy)ethan-1-ol C1(CC1)O[C@H](CO)OCCO